di-isopropyl-phenylethylamine C(C)(C)N(CCC1=CC=CC=C1)C(C)C